ClC1=CC=C(C=C1)[C@@]1(N(C(C2=CC(=CC(=C12)F)C(CC)(O)C1(CCNCC1)F)=O)CC1=NC=C(C=N1)Cl)O[C@@H]1COCC1 (3R)-3-(4-Chlorophenyl)-2-[(5-chloropyrimidin-2-yl)methyl]-4-fluoro-6-[1-(4-fluoropiperidin-4-yl)-1-hydroxypropyl]-3-[(3S)-oxolan-3-yloxy]-2,3-dihydro-1H-isoindol-1-on